FC(C(C)(C)O)(F)C=1C(=C(C=CC1)[C@@H](C)NC1=NC(=NC2=C3C(=C(C=C12)N1CC(CC1)(O)C)CCC3)C)F 1-(4-(((R)-1-(3-(1,1-difluoro-2-hydroxy-2-methylpropyl)-2-fluorophenyl)ethyl)amino)-2-methyl-8,9-dihydro-7H-cyclopenta[h]quinazoline-6-yl)-3-methylpyrrolidin-3-ol